C1(CCCC1)C1N=C2C=CC=CC2=C1 2-cyclopentyl-2H-indole